C(C)(C)(C)OC(=O)N1CCN(CC1)C1=C(C=C(C=C1)N)CC1=CC=CC=C1 4-(4-amino-2-benzylphenyl)piperazine-1-carboxylic acid tert-butyl ester